ClC1=C(C=CC=C1F)[C@H](C1CC1)N1N=CC=2C1=CN=C(C2)C(=O)N[C@H](C)\C=C\S(=O)(=O)C ((S)-(2-Chloro-3-fluorophenyl)(cyclopropyl)methyl)-N-((R,E)-4-(methylsulfonyl)but-3-en-2-yl)-1H-pyrazolo[3,4-c]pyridine-5-carboxamide